ClC1=CC=C(S1)S(=O)(=O)NC=1C(=NC=C(C1)C=1C=C2C(=NC=NC2=CC1)N1CCN(CC1)C(=O)C1=CC(CCC1)=O)OC 5-chloro-N-(2-methoxy-5-(4-(4-(3-oxocyclohexane-1-ene-1-carbonyl)piperazine-1-yl)quinazolin-6-yl)pyridin-3-yl)thiophene-2-sulfonamide